C(CCCCC)[P+](CCCCCC)(CCCCCC)CCCCCC.C(CCCCCCCCCCC)C1=C(C=CC=C1)S(=O)(=O)[O-] dodecylbenzenesulfonic acid tetrahexylphosphonium salt